CC1=C(C=NC=C1)N(C1CCN(CC1)C1=NC=C(C=C1)C(F)(F)F)C1=CC=C(C=C1)C(F)(F)F (4-methyl-3-pyridyl)[p-(trifluoromethyl)phenyl]{1-[5-(trifluoromethyl)-2-pyridyl]-4-piperidyl}amine